(E)-4-(2,5-dichlorophenyl)-2-[1-methyl-2-(2-carboxybenzylidene)hydrazino]thiazole ClC1=C(C=C(C=C1)Cl)C=1N=C(SC1)N(/N=C/C1=C(C=CC=C1)C(=O)O)C